(2-fluoro-6-methoxyphenyl)-5H-benzo[c]pyrimido[4,5-e]azepin FC1=C(C(=CC=C1)OC)C=1N=CC2=C(C3=C(C=NC2)C=CC=C3)N1